3-[2-methoxy-5-nitro-3-(trifluoromethyl)-4-pyridinyl]-2-oxo-propionic acid ethyl ester C(C)OC(C(CC1=C(C(=NC=C1[N+](=O)[O-])OC)C(F)(F)F)=O)=O